(R)-2-((R)-7-(4-fluorobenzoyl)-8-methyl-3-(3-methyl-1,2,4-thiadiazol-5-yl)-5,6,7,8-tetrahydroimidazo[1,5-a]pyrazin-1-yl)cyclohexan-1-one FC1=CC=C(C(=O)N2[C@@H](C=3N(CC2)C(=NC3[C@@H]3C(CCCC3)=O)C3=NC(=NS3)C)C)C=C1